6-methoxy-2-(pyridin-3-yl)-3-(thiophen-2-yl)-1H-inden-1-on COC1=CC=C2C(=C(C(C2=C1)=O)C=1C=NC=CC1)C=1SC=CC1